4-(2-cyanopropan-2-yl)picolinamide C(#N)C(C)(C)C1=CC(=NC=C1)C(=O)N